N[C@H]1COC2=CC(=CC=C2C1)N1CCC(CC1)C(=O)OCC Ethyl (R)-1-(3-aminochroman-7-yl)piperidine-4-carboxylate